(2R)-1-(nitrosooxy)-propan-2-ol N(=O)OC[C@@H](C)O